2-(2-naphthylthio)-3-phenylpropionaldehyde C1=C(C=CC2=CC=CC=C12)SC(C=O)CC1=CC=CC=C1